N-(4-amino-1H-pyrazolo[4,3-c]pyridin-7-yl)-2-oxo-2-[(2R,5S)-5-methyl-2-[3-[(2S)-2-(dimethylamino)propoxy]phenyl]-1-piperidyl]acetamide NC1=NC=C(C2=C1C=NN2)NC(C(N2[C@H](CC[C@@H](C2)C)C2=CC(=CC=C2)OC[C@H](C)N(C)C)=O)=O